ClS(=O)(=O)C=1C=C2CCN(C2=CC1)C(=O)C1=CC=C(OCCNC(OC(C)(C)C)=O)C=C1 tert-butyl (2-(4-(5-(chlorosulfonyl)indoline-1-carbonyl)phenoxy)ethyl)carbamate